C(CCC)N1N=C2C(=CC=C(C2=C1)N1CCN(CC1)C(=O)OC(C)(C)C)C(NC=1C=C(C=2N(C1)C=C(N2)C)F)=O tert-butyl 4-[2-butyl-7-({8-fluoro-2-methylimidazo[1,2-a]pyridin-6-yl}carbamoyl)indazol-4-yl]piperazine-1-carboxylate